OC1=NOC(=C1)COC1=C(C=CC2=CN(N=C12)CC1=C2C=CNC2=C(C=C1S(=O)(=O)C)C)C#N 7-((3-hydroxyisoxazol-5-yl)methoxy)-2-((7-methyl-5-(methylsulfonyl)-1H-indol-4-yl)methyl)-2H-indazole-6-carbonitrile